Methyl 2-((3S,5S) or (3R,5R)-1-(2-ethyl-6-(5-(hydroxymethyl)-1-methyl-1H-1,2,3-triazol-4-yl)pyridin-3-yl)-5-fluoropiperidin-3-yl)acetate C(C)C1=NC(=CC=C1N1C[C@H](C[C@@H](C1)F)CC(=O)OC)C=1N=NN(C1CO)C |o1:10,12|